6-(2-pyridyldithio)-hexanoic acid, 2,5-dioxo-1-pyrrolidinyl ester N1=C(C=CC=C1)SSCCCCCC(=O)ON1C(CCC1=O)=O